C(CCCCCCCC\C=C/CCCCC)CC(=O)[O-] (Z)-10-hexadecen-1-ylacetate